C1(CC1)[C@H]([C@@H](C(=O)OC)C)C1=CC=C2CCC(NC2=C1)C1=CC=C(C=C1)C1=C(C=CC(=C1)OC)F (2S,3R)-Methyl 3-cyclopropyl-3-(2-(2'-fluoro-5'-methoxy-[1,1'-biphenyl]-4-yl)-1,2,3,4-tetrahydroquinolin-7-yl)-2-methylpropanoate